C1(CC1)CN1C[C@H](CC1)NC(=O)C1CCN(CC1)C1=C2C=CC=NC2=C(C=C1)C(F)(F)F 1-(8-Trifluoromethyl-quinolin-5-yl)-piperidine-4-carboxylic acid ((S)-1-cyclopropylmethyl-pyrrolidin-3-yl)-amide